(4-(3-(2,6-dichlorophenyl)azetidin-1-yl)-2,6-dimethylbenzyl)-3-methylazetidin-3-ol ClC1=C(C(=CC=C1)Cl)C1CN(C1)C1=CC(=C(CN2CC(C2)(O)C)C(=C1)C)C